2-oxo-8-azabicyclo[3.3.1]nonane-3,6-diene-4,6-Dicarboxaldehyde O=C1C2NC=C(C(C(=C1)C=O)C2)C=O